N-(4-{[6-(5-Chloro-2-Fluorophenyl)Pyridazin-4-yl]Amino}Pyridin-2-yl)Cyclopropancarboxamid ClC=1C=CC(=C(C1)C1=CC(=CN=N1)NC1=CC(=NC=C1)NC(=O)C1CC1)F